ClC1=C(C=C2CCNCC2=C1)NC1=NC=C(C(=N1)C1=CC(=CS1)C(=O)O)C(F)(F)F 5-(2-((7-chloro-1,2,3,4-tetrahydroisoquinolin-6-yl)amino)-5-(trifluoromethyl)pyrimidin-4-yl)thiophene-3-carboxylic acid